5-[2-[[3-(1,3-benzodioxol-5-yl)-1-methylpropyl]amino]-1-hydroxyethyl]-2-hydroxybenzamide O1COC2=C1C=CC(=C2)CCC(C)NCC(O)C=2C=CC(=C(C(=O)N)C2)O